C1(CC1)C1(C=C(C(N(C1)CC1=CC(=CC=C1)OC(F)F)=O)C(=O)NC)C(=O)N 5-cyclopropyl-1-(3-(difluoromethoxy)benzyl)-N3-methyl-2-oxo-1,2-dihydropyridine-3,5-dicarboxamide